5-amino-3-(dimethylamino)-1H-1,2,4-triazole NC1=NC(=NN1)N(C)C